C(C)(C)(C)OC(=O)N1CCN(CC1)C1=C(C=C(C(=C1)Br)C(=O)OC)F 4-(5-bromo-2-fluoro-4-(methoxycarbonyl)phenyl)piperazine-1-carboxylic acid tert-butyl ester